OC1=CC=C2C=CC=C(C2=C1)B(O)O 7-HYDROXYNAPHTHALENE-1-BORONIC ACID